2-(methylthio)-6-(trifluoromethoxy)benzo[d]oxazole CSC=1OC2=C(N1)C=CC(=C2)OC(F)(F)F